(S)-3-amino-4-(3,4-difluorophenyl)butyric acid N[C@H](CC(=O)O)CC1=CC(=C(C=C1)F)F